ClC1=CC2=C(C=3N(CCC2)C2=C(C3C3=CC(=C(C=C3)OC3=NC=CC(=N3)C)F)C(=NC=N2)N)C=N1 3-chloro-13-(3-fluoro-4-((4-methylpyrimidin-2-yl)oxy)phenyl)-6,7-dihydro-5H-pyrido[3,4-c]pyrimido[5',4':4,5]pyrrolo[1,2-a]azepin-12-amine